(4'-cyclopropyl-[1,1'-biphenyl]-4-yl)-1H-1,2,3-triazole-4-carboxylate C1(CC1)C1=CC=C(C=C1)C1=CC=C(C=C1)N1N=NC(=C1)C(=O)[O-]